mercury cadmium tellurid [Te-2].[Cd+2].[Hg+]